3-(7-oxo-1'-(3-(phenylsulfonyl)benzyl)-5,7-dihydro-2H,6H-spiro[furo[2,3-f]isoindole-3,4'-piperidin]-6-yl)piperidine-2,6-dione O=C1N(CC=2C=C3C(=CC12)OCC31CCN(CC1)CC1=CC(=CC=C1)S(=O)(=O)C1=CC=CC=C1)C1C(NC(CC1)=O)=O